N-(thiophen-2-ylmethyl)ethylamine S1C(=CC=C1)CNCC